6-(4-trifluoromethoxyphenyl)-1H-imidazo[4,5-b]pyrazin FC(OC1=CC=C(C=C1)C1=CN=C2C(=N1)NC=N2)(F)F